C(C)(C)(C)C=1C=2N(CCN1)N=C(C2C2=CC(=NC=C2)NC)Br tert-butyl-2-bromo-3-[2-(methylamino)pyridin-4-yl]-6,7-dihydropyrazolo[1,5-a]pyrazine